perfluorophenyl 5-((bis(2-(butyrylthio)ethoxy)phosphoryl)difluoromethyl)benzo[b]thiophene-2-carboxylate C(CCC)(=O)SCCOP(=O)(OCCSC(CCC)=O)C(C1=CC2=C(SC(=C2)C(=O)OC2=C(C(=C(C(=C2F)F)F)F)F)C=C1)(F)F